4-cyclopropyl-3-[4-(trifluoromethyl)phenyl]-N-[2-(trifluoromethyl)pyridin-4-yl]-1,2-thiazole-5-carboxamide C1(CC1)C=1C(=NSC1C(=O)NC1=CC(=NC=C1)C(F)(F)F)C1=CC=C(C=C1)C(F)(F)F